COC1=CC(=C(C=C1)C(CC(=O)OCC)=O)C([2H])([2H])OC ethyl 3-(4-methoxy-2-(methoxymethyl-d2)phenyl)-3-oxopropanoate